N[C@@H]1[C@H](CCCC1)C1=C(C2=NC(=CC(=C2S1)NCC=1SC=CC1)Cl)Cl 2-((1S,2S)-2-aminocyclohexyl)-3,5-dichloro-N-(thiophen-2-ylmethyl)thieno[3,2-b]pyridin-7-amine